tert-butyl N-(7-cyclopropylquinolin-4-yl)carbamate C1(CC1)C1=CC=C2C(=CC=NC2=C1)NC(OC(C)(C)C)=O